1-[3-methyl-4-(2-methylphenoxy)phenyl]-3-phenyl-1,3,5-triazinane-2,4,6-trione CC=1C=C(C=CC1OC1=C(C=CC=C1)C)N1C(N(C(NC1=O)=O)C1=CC=CC=C1)=O